C(C(C)C)C=1N=CC2=C(N1)NC=C2C2=CC=C1C(CC(OC1=C2)(C)C)=O 7-(2-isobutyl-7H-pyrrolo[2,3-d]pyrimidin-5-yl)-2,2-dimethylchroman-4-one